N-(2-(3,6-diazabicyclo[3.1.1]hept-3-yl)-5-chloropyrimidin-4-yl)-1H-indazol-5-amine C12CN(CC(N1)C2)C2=NC=C(C(=N2)NC=2C=C1C=NNC1=CC2)Cl